1-Methoxypropan-2-ol Indium(III) chlorid [Cl-].[In+3].COCC(C)O.[Cl-].[Cl-]